[(2-trimethylsilylmethylallyl)cyclopentadienyl](pentamethylcyclopentadienyl)zirconium dichloride [Cl-].[Cl-].C[Si](C)(C)CC(CC1(C=CC=C1)[Zr+2]C1(C(=C(C(=C1C)C)C)C)C)=C